ClC=1C=C(C=CC1OCC1=NC=CC=C1)NC1=NC=NC2=CC(=C(C=C12)[N+](=O)[O-])C#CC1(CCNCC1)C N-(3-chloro-4-(pyridin-2-ylmethoxy)phenyl)-7-((4-methylpiperidin-4-yl)ethynyl)-6-nitroquinazolin-4-amine